BOC-L-prolyl-L-arginine C(=O)(OC(C)(C)C)N1[C@@H](CCC1)C(=O)N[C@@H](CCCNC(N)=N)C(=O)O